9-(2-chlorophenyl)-13-(morpholine-4-carbonyl)-3-propyl-16-thia-2,4,5,8-tetraazatetracyclo[8.6.0.02,6.011,15]Hexadeca-1(10),3,5,11(15)-tetraene ClC1=C(C=CC=C1)C1NCC2=NN=C(N2C=2SC=3CC(CC3C12)C(=O)N1CCOCC1)CCC